5-phenyl-pentanoic acid sodium salt [Na+].C1(=CC=CC=C1)CCCCC(=O)[O-]